C(C1=CC=CC=C1)OC1=C(C(=CC=C1)N)NC 3-Benzyloxy-N2-methyl-benzene-1,2-diamine